7-chloroimidazo[1,5-a]pyridine-1-carbaldehyde ClC1=CC=2N(C=C1)C=NC2C=O